N-[5-[(3,5-difluorophenyl)methyl]-1H-indazol-3-yl]-4-[4-[2-[4-[4-(2,6-dioxo-3-piperidyl)phenyl]-1-piperidyl]acetyl]piperazin-1-yl]-2-(tetrahydropyran-4-ylamino)benzamide FC=1C=C(C=C(C1)F)CC=1C=C2C(=NNC2=CC1)NC(C1=C(C=C(C=C1)N1CCN(CC1)C(CN1CCC(CC1)C1=CC=C(C=C1)C1C(NC(CC1)=O)=O)=O)NC1CCOCC1)=O